2-{[4-(6-{[(4-cyano-2-fluorophenyl)(methyl-d2)]oxy}pyridin-2-yl)piperidin-1-yl]methyl}-1-[(2S)-oxetan-2-ylmethyl]-1H-benzimidazole-6-carboxylic acid C(#N)C1=CC(=C(C=C1)C(OC1=CC=CC(=N1)C1CCN(CC1)CC1=NC2=C(N1C[C@H]1OCC1)C=C(C=C2)C(=O)O)([2H])[2H])F